N-((R)-1-(3-(difluoromethyl)-2-fluorophenyl)ethyl)-1-(3-ethylbicyclo[1.1.1]pent-1-yl)-4-(((1R,5S,6s)-3-methyl-3-azabicyclo[3.1.0]hex-6-yl)amino)-6-oxo-1,6-dihydropyridine-3-carboxamide FC(C=1C(=C(C=CC1)[C@@H](C)NC(=O)C1=CN(C(C=C1NC1[C@@H]2CN(C[C@H]12)C)=O)C12CC(C1)(C2)CC)F)F